5-(((N-(biotinoyl)amino)hexanoyl)amino)pentylamine, trifluoroacetic acid salt FC(C(=O)O)(F)F.C(CCCC[C@@H]1SC[C@@H]2NC(=O)N[C@H]12)(=O)NCCCCCC(=O)NCCCCCN